CC(C(CCCCNC(OC(C)(C)C)=O)=O)C tert-butyl (6-methyl-5-oxoheptyl)carbamate